(R)-5-ethynyl-2-(5-methyl-3-(((tetrahydrofuran-2-yl)methyl)amino)-1,2,4-triazin-6-yl)phenol C(#C)C=1C=CC(=C(C1)O)C1=C(N=C(N=N1)NC[C@@H]1OCCC1)C